[Co](=S)=S.[Li] lithium cobalt disulfide